N-ethyl-N-((5-((2R,5S)-5-methylpiperidin-2-yl)benzo[d]thiazol-2-yl)methyl)propan-2-amine C(C)N(C(C)C)CC=1SC2=C(N1)C=C(C=C2)[C@@H]2NC[C@H](CC2)C